COC1(CC2C(CN(C2)S(=O)(=O)C2=NN(N=C2)C)C1)C1=CC=CC=C1 5-methoxy-2-((2-methyl-2H-1,2,3-triazol-4-yl)sulfonyl)-5-phenylhexahydrocyclopenta[c]pyrrol